(2s,4s)-2-(4-(4-cyclobutylphenyl)piperidine-1-carbonyl)-7-oxa-5-azaspiro[3.4]Octane-6-one C1(CCC1)C1=CC=C(C=C1)C1CCN(CC1)C(=O)C1CC2(C1)NC(OC2)=O